C(C)(C)(C)OC(=O)N1CCC(=CC1)C=1C=CC2=C(N(C(=N2)C2=CC(=C(C=C2)OC)OC)C)C1 4-(2-(3,4-Dimethoxyphenyl)-1-methyl-1H-benzo[D]imidazol-6-yl)-3,6-dihydropyridine-1(2H)-carboxylic acid tert-butyl ester